4-(dimethylamino)-7-(oxetan-3-yl)-1-phenylquinazolin CN(C1=NCN(C2=CC(=CC=C12)C1COC1)C1=CC=CC=C1)C